4-(Benzyloxy)-N-[3-(3-cyclohexylpropoxy)-5-methylphenyl]-2-cyclopropylaniline C(C1=CC=CC=C1)OC1=CC(=C(NC2=CC(=CC(=C2)C)OCCCC2CCCCC2)C=C1)C1CC1